N-[3,4-dichloro-10-(1-tetrahydropyran-2-ylpyrazol-4-yl)-6,7,8,9-tetrahydropyrido[1,2-a]indol-9-yl]acetamide ClC1=CC=C2C(=C3N(C2=C1Cl)CCCC3NC(C)=O)C=3C=NN(C3)C3OCCCC3